5-(4-(4-(2-(4-(1-(4-hydroxyphenyl)-2-phenylbut-1-en-1-yl)phenoxy)ethyl)piperazine-1-carbonyl)piperazin-1-yl-1-oxoisoindolin-2-yl)piperidine-2,6-dione OC1=CC=C(C=C1)C(=C(CC)C1=CC=CC=C1)C1=CC=C(OCCN2CCN(CC2)C(=O)N2CCN(CC2)C2N(C(C3=CC=CC=C23)=O)C2CCC(NC2=O)=O)C=C1